2-bromo-6-methoxybenzothiophene-2-d 2-(trimethylsilyl)ethyl-N-(2-aminoethyl)-N2-{[2-(trimethylsilyl)ethoxy]carbonyl}-L-glutaminate C[Si](CCOC([C@@H](N(C(=O)OCC[Si](C)(C)C)CCN)CCC(N)=O)=O)(C)C.BrC1(SC2=C(C1)C=CC(=C2)OC)[2H]